Ethyl 2-(6,8-dimethyl-4-oxopyrrolo[1,2-d][1,2,4]triazin-3(4H)yl)acetate CC1=CC(=C2N1C(N(N=C2)CC(=O)OCC)=O)C